Cl.Cl.O1C(NN=C1)=O 1,3,4-oxadiazol-2(3H)-one dihydrochloride